FC1=C(O[C@@H]2C[C@H](C2)O)C=CC(=C1F)F Trans-3-(2,3,4-Trifluorophenoxy)cyclobutanol